C12CNCC(CC1)N2C=2N=C(C1=C(N2)CNC1)NC1=CC=C(C=C1)C1=CC=NC=C1 2-(3,8-diazabicyclo[3.2.1]oct-8-yl)-N-(4-(pyridin-4-yl)phenyl)-6,7-dihydro-5H-pyrrolo[3,4-d]pyrimidin-4-amine